2-(p-tolyl)-5-(trifluoromethoxy)pyrazine C1(=CC=C(C=C1)C1=NC=C(N=C1)OC(F)(F)F)C